BrC1=CC=C(N=N1)N1CCOCC1 4-(6-bromo-3-pyridazinyl)morpholine